tert-butyl 2-(2-bromoacetyl)morpholine-4-carboxylate BrCC(=O)C1CN(CCO1)C(=O)OC(C)(C)C